O=C1NC2=C(S(C3=C1C=CC=C3)(=O)=O)C=CC(=C2)C(=O)NCC2=CN=C(S2)C2=CC=C(C=C2)OCCCN(C(C(F)(F)F)=O)C 11-oxo-N-((2-(4-(3-(2,2,2-trifluoro-N-methylacetamido)propoxy)phenyl)thiazol-5-yl)methyl)-10,11-dihydrodibenzo[b,f][1,4]thiazepine-8-carboxamide 5,5-dioxide